1-(4-chloro-2,6-diisopropyl-phenyl)-3-[3-(1-hydroxy-1-methyl-ethyl)-benzenesulfonyl]-urea ClC1=CC(=C(C(=C1)C(C)C)NC(=O)NS(=O)(=O)C1=CC(=CC=C1)C(C)(C)O)C(C)C